(E)-1-(3-(4-((4-([1,2,4]triazolo[1,5-a]pyridin-7-yloxy)-3-methylphenyl)amino)pyrrolo[2,1-f][1,2,4]triazin-5-yl)azetidin-1-yl)-4-methoxybut-2-en-1-one N=1C=NN2C1C=C(C=C2)OC2=C(C=C(C=C2)NC2=NC=NN1C2=C(C=C1)C1CN(C1)C(\C=C\COC)=O)C